IC=1C=CCN(C1)C 5-iodo-1-methylpyridin